FC1=C(C=CC(=C1C(=O)C1=CNC2=NC=C(C=C21)B2OC(C(O2)(C)C)(C)C)F)NS(=O)(=O)N2C[C@@H](CC2)F (3R)-N-[2,4-difluoro-3-[5-(4,4,5,5-tetramethyl-1,3,2-dioxaborolan-2-yl)-1H-pyrrolo[2,3-b]pyridine-3-carbonyl]phenyl]-3-fluoro-pyrrolidine-1-sulfonamide